FC(OC=1C=CC(=NC1)N)(F)F 5-(trifluoromethoxy)pyridine-2-amine